4-[4-(8-hydroxyoctyloxy)phenyl]benzonitrile OCCCCCCCCOC1=CC=C(C=C1)C1=CC=C(C#N)C=C1